2-((1S,5R)-3-benzyl-5-(trifluoromethyl)-3-azabicyclo[3.1.0]hexan-1-yl)-5-(1-(methyl-d3)piperidin-4-yl)-1,3,4-oxadiazole C(C1=CC=CC=C1)N1C[C@@]2(C[C@@]2(C1)C(F)(F)F)C=1OC(=NN1)C1CCN(CC1)C([2H])([2H])[2H]